CSC=1C(=C(C(=CC1)N)N)SC bis-methylmercaptobenzene-diamine